tert-butyl [(3S,5S)-3-(dibenzylamino)-5-(hydroxymethyl)-2-oxopyrrolidin-1-yl]acetate C(C1=CC=CC=C1)N([C@@H]1C(N([C@@H](C1)CO)CC(=O)OC(C)(C)C)=O)CC1=CC=CC=C1